C(N)(=N)C=1C=C(SC1C)CNC(=O)[C@H]1N([C@H]2C[C@]2(C1)C)C(CNC(C1=CC=C(C=C1)OC1=CC=CC=C1)=O)=O (1S,3S,5S)-N-((4-carbamimidoyl-5-methylthiophen-2-yl)methyl)-5-methyl-2-((4-phenoxybenzoyl)glycyl)-2-azabicyclo[3.1.0]hexane-3-carboxamide